4-(2-furyl)-6-(2-phenylethylamino)pyrimidine-5-carbonitrile O1C(=CC=C1)C1=NC=NC(=C1C#N)NCCC1=CC=CC=C1